C1(=CC=CC=2C(=CC=CC12)S(=O)(=O)[O-])S(=O)(=O)[O-] 1,5-naphthalenedisulfonate